4-(7-morpholino-5-(3-(m-tolyl)-1H-pyrazol-1-yl)pyrazolo[1,5-a]pyrimidin-2-yl)pyridine 1-oxide O1CCN(CC1)C1=CC(=NC=2N1N=C(C2)C2=CC=[N+](C=C2)[O-])N2N=C(C=C2)C=2C=C(C=CC2)C